C[C@]12CC[C@H]3[C@H]([C@@H]1CC[C@@H]2OP(=O)([O-])[O-])CCC4=C3C=CC(=C4)OC(=O)N(CCCl)CCCl The molecule is a steroid phosphate oxoanion which is the dianion obtained by deprotonation of the phosphate OH groups of estramustine phosphate. It is a conjugate base of an estramustine phosphate.